N-(1-carbamoyl-cyclopropyl)-1-(4-chloro-3-fluorophenyl)-3-ethyl-3-methyl-2,3-dihydro-1H-pyrrolo[3,2-b]pyridine-5-carboxamide C(N)(=O)C1(CC1)NC(=O)C1=CC=C2C(=N1)C(CN2C2=CC(=C(C=C2)Cl)F)(C)CC